C(CCCCCCC)N1N=NC=C1 1-octyl-1H-1,2,3-triazol